FC1=C2C=CN(C2=C(C=C1)C(=O)NC1CC2(CCC2)C1)CC1=CC2=CC=CC(=C2C=C1)OC 6-(4-Fluoro-1-((5-methoxynaphthalin-2-yl)methyl)-1H-indol-7-carboxamido)spiro[3.3]-heptan